N2-[1-[1-(difluoromethyl)pyrazol-3-yl]-1-methyl-ethyl]-6-[3-[(4-methoxyphenyl)methylamino]imidazo[1,5-a]pyridin-6-yl]-1,3,5-triazine-2,4-diamine FC(N1N=C(C=C1)C(C)(C)NC1=NC(=NC(=N1)N)C=1C=CC=2N(C1)C(=NC2)NCC2=CC=C(C=C2)OC)F